4-bromo-2-(trifluoromethoxy)benzonitrile BrC1=CC(=C(C#N)C=C1)OC(F)(F)F